BrC1=CN=C2C(=CC(=NC2=C1)NCC1=C(C=C(C=C1)OC)OC)N[C@@](CO[Si](C)(C)C(C)(C)C)(CCCC)C (R)-7-bromo-N4-(1-((tert-butyldimethylsilyl)oxy)-2-methylhex-2-yl)-N2-(2,4-dimethoxybenzyl)-1,5-naphthyridine-2,4-diamine